N-[4-(dibenzo[b,d]furan-3-yl)phenyl][biphenyl]-4-amine C1=CC(=CC=2OC3=C(C21)C=CC=C3)C3=CC=C(C=C3)NC3=CC=C(C=C3)C3=CC=CC=C3